4'-methyl-5'-oxo-2'-((6-(phenyl-amino)pyrimidin-4-yl)amino)-5',6'-dihydrospiro[cyclohexane-1,7'-pyrrolo[3,4-b]pyridine] 1'-oxide CC1=C2C(=[N+](C(=C1)NC1=NC=NC(=C1)NC1=CC=CC=C1)[O-])C1(NC2=O)CCCCC1